O1COC2=C1C=CC(=C2)N(C(C2=CC(=CC=C2)N2N=C(C=C2OC(C)C)C(F)(F)F)=O)C N-(1,3-benzodioxol-5-yl)-3-[5-isopropoxy-3-(trifluoromethyl)pyrazol-1-yl]-N-methyl-benzamide